C1(CCCCC1)P(C1=C(C=CC=C1)C1=C(C=C(C=C1C(C)C)C(C)C)C(C)C)C1CCCCC1 dicyclohexyl-[2',4',6'-tris(propan-2-yl)-[1,1'-biphenyl]-2-yl]phosphane